C(CCCCCCC=CCCCCCC)C=1C=C(C=CC1)O 3-Pentadec-8-enylphenol